C(C1=CC=CC=C1)C1=C(C=CC(=C1)OC)NC(CC1CCNCC1)=O N-(2-benzyl-4-methoxyphenyl)-2-(piperidin-4-yl)acetamide